C(CCCCC(=O)[O-])C(=O)[O-] pentylenedicarboxylate